C1(CC1)C=1N=CC2=C3C(=CC(=C2C1)S(NCC(C)C)(=O)=O)[C@@H](C[C@H]3NC(CCN3C(CCC3)=O)=O)NC(=O)C=3C=NC=CC3 |r| N-[trans-(7RS,9RS)-3-cyclopropyl-5-(2-methylpropylsulfamoyl)-9-[3-(2-oxopyrrolidin-1-yl)propionylamino]-8,9-dihydro-7H-cyclopenta[H]isoquinolin-7-yl]pyridine-3-carboxamide